N-(3-(6-(((3S)-3-((2-(2,6-Dioxopiperidin-3-yl)-1-oxoisoindolin-5-yl)oxy)pyrrolidin-1-yl)methyl)quinolin-2-yl)oxetan-3-yl)-N,2-dimethylpropane-2-sulfinamide O=C1NC(CCC1N1C(C2=CC=C(C=C2C1)O[C@@H]1CN(CC1)CC=1C=C2C=CC(=NC2=CC1)C1(COC1)N(S(=O)C(C)(C)C)C)=O)=O